(4-(4-chloro-2-fluorobenzyl)thiazol-2-yl)methanol ClC1=CC(=C(CC=2N=C(SC2)CO)C=C1)F